1-(4-(3-chlorophenyl)-3,4-dihydroquinoxalin-1(2H)-yl)-2-(4-methylpiperazin-1-yl)propan-1-one ClC=1C=C(C=CC1)N1CCN(C2=CC=CC=C12)C(C(C)N1CCN(CC1)C)=O